Cl.N[C@H](C(=O)O)CN L-2,3-diaminopropionic acid monohydrochloride